ethyl (Z)-2-hydroxy-4-oxo-6-phenylhex-2-enoate O\C(\C(=O)OCC)=C/C(CCC1=CC=CC=C1)=O